The molecule is a member of the class of aldehydes that is glycolaldehyde in which the hydroxy hydrogen has been replaced by a triphosphate group. It is an organic triphosphate and an aldehyde. It derives from a glycolaldehyde. It is a conjugate acid of a glycolaldehyde triphosphate(4-). C(C=O)OP(=O)(O)OP(=O)(O)OP(=O)(O)O